6-(4-methoxyphenyl)anthracene 7-bromo-1H-indazole-5-carboxylate BrC=1C=C(C=C2C=NNC12)C(=O)O.COC1=CC=C(C=C1)C=1C=C2C=C3C=CC=CC3=CC2=CC1